ClC1=CC=C(C=C1)C1=CC2=C(N=C(N=C2)SC)N(C1=O)C 6-(4-chlorophenyl)-8-methyl-2-(methylthio)pyrido[2,3-d]pyrimidin-7(8H)-one